[O-]S(=O)(=O)C(F)(F)F.[O-]S(=O)(=O)C(F)(F)F.[O-]S(=O)(=O)C(F)(F)F.[O-]S(=O)(=O)C(F)(F)F.[Hf+4] Hafnium(IV) Tetratriflate